(R)-5-(2-((2-fluorophenyl)amino)-2-oxoacetyl)-N-((S)-3-oxo-1-((S)-2-oxopyrrolidin-3-yl)-4-(trifluoromethoxy)butan-2-yl)-5-azaspiro[2.4]heptane-6-carboxamide FC1=C(C=CC=C1)NC(C(=O)N1CC2(CC2)C[C@@H]1C(=O)N[C@@H](C[C@H]1C(NCC1)=O)C(COC(F)(F)F)=O)=O